NC1=C(C(N(C2=CC(=CC=C12)Br)C1=C(C=C(C=C1)N)C)=O)C(=O)OC methyl 4-amino-1-(4-amino-2-methylphenyl)-7-bromo-2-oxo-1,2-dihydroquinoline-3-carboxylate